(2-(2-aminopyrimidin-5-yl)-6-morpholinopyridin-4-yl)(tetrahydro-2H-pyran-4-yl)methanone NC1=NC=C(C=N1)C1=NC(=CC(=C1)C(=O)C1CCOCC1)N1CCOCC1